C(=CCCCC)=O 1-Hexenal